C(CCC)C=1C(=NC=CC1)C1=NC=CC(=C1)C(C)(C)C butyl-2-(4-tert-butylpyridin-2-yl)pyridine